NCC=1C(=NC(=NC1)SC)NC 5-(aminomethyl)-N-methyl-2-(methylthio)pyrimidin-4-amine